C(C)(C)(C)NC(=O)C1=NC=CC(=C1)NC(=O)C1CCC2=CC=CC(=C12)OC N-tert-butyl-4-[(7-methoxyindan-1-carbonyl)amino]pyridine-2-carboxamide